3-ethyl-N-(7-fluoro-8-methyl-2-oxo-3,4-dihydro-1H-quinolin-6-yl)pyridine-4-carboxamide C(C)C=1C=NC=CC1C(=O)NC=1C=C2CCC(NC2=C(C1F)C)=O